ClC(C1=NC(=NO1)C1=CC=C(C=C1)NC=1C(C(C1NCCC(F)(F)F)=O)=O)(F)F 3-((4-(5-(chlorodifluoromethyl)-1,2,4-oxadiazol-3-yl)phenyl)amino)-4-((3,3,3-trifluoropropyl)amino)cyclobut-3-ene-1,2-dione